FC=1C=CC(=C2C=C(NC(C12)=O)CCCN1CCN(CC1)C1=CC=C(C#N)C=C1)C 4-(4-(3-(8-fluoro-5-methyl-1-oxo-1,2-dihydroisoquinolin-3-yl)propyl)piperazin-1-yl)benzonitrile